(5-((4-chlorophenoxy)methyl)-1,3,4-thiadiazol-2-yl)-1-(2-chlorophenyl)-1H-imidazole-5-carboxamide ClC1=CC=C(OCC2=NN=C(S2)C=2N(C(=CN2)C(=O)N)C2=C(C=CC=C2)Cl)C=C1